C(O[C@H]1CC\C=C\CCC1)(ON1C(CCC1=O)=O)=O [(1R,4E)-cyclooct-4-en-1-yl] (2,5-dioxopyrrolidin-1-yl) carbonate